C(C1=CC=CC=C1)SC1=CC=C(C=N1)NC([C@H](CC1=CC=CC=C1)NC(C1=CC=C(C=C1)F)=O)=O (S)-N-(1-(6-(benzylthio)pyridin-3-ylamino)-1-oxo-3-phenylpropan-2-yl)-4-fluorobenzamide